6-[4-(trifluoromethyl)phenyl]-2-azaspiro[3.4]oct-5-ene trifluoroacetate FC(C(=O)O)(F)F.FC(C1=CC=C(C=C1)C1=CC2(CNC2)CC1)(F)F